(6-amino-2H-indazol-2-yl)ethanol NC=1C=CC2=CN(N=C2C1)C(C)O